BrC=1C=C(N2N=C(N=CC21)N[C@H]2[C@@H](COCC2)O)C2(CCC2)CC (3S,4R)-4-((5-bromo-7-(1-ethylcyclobutyl)pyrrolo[2,1-f][1,2,4]triazin-2-yl)amino)tetrahydro-2H-pyran-3-ol